C(C)N1C=C(C(C2=CC(=C(C(=C12)F)N1CC(N(CC1)CC(=O)NC1=CC(=C(C=C1)C(=O)OC)O)C)F)=O)C(=O)O 1-Ethyl-6,8-difluoro-7-(4-(2-((3-hydroxy-4-(methoxycarbonyl)phenyl)amino)-2-oxoethyl)-3-methylpiperazin-1-yl)-4-oxo-1,4-dihydroquinoline-3-carboxylic acid